(S)-3,3'-bis(phenyl)-[1,1'-binaphthalene]-2,2'-diol C1(=CC=CC=C1)C1=C(C(=C2C=CC=CC2=C1)C=1C(=C(C=C2C=CC=CC12)C1=CC=CC=C1)O)O